bromohexylamine hydrobromide Br.BrCCCCCCN